NC=1C=C(C=CC1)C1=CN=C2N1N=CC=C2 3-(3-aminophenyl)imidazo[1,2-b]pyridazin